1,3-bis(4-aminophenoxy)butane NC1=CC=C(OCCC(C)OC2=CC=C(C=C2)N)C=C1